2-(allylthio)-4-methyl-3-(trifluoromethyl)pyridine C(C=C)SC1=NC=CC(=C1C(F)(F)F)C